C(C)(C)(C)OC(=O)N1CC(N(CC1)CC1=CC=CC=C1)CF 4-benzyl-3-(fluoromethyl)piperazine-1-carboxylic acid tert-butyl ester